C(CCCCCCCCCCCCCCC(C)C)CC(C(=O)O)(C)C.C(C(C)(C)C)(=O)OCCCCCCCCCCCCCCCC(C)C isostearyl pivalate (Isostearyl Neopentanoate)